C1(=CC=CC=C1)NC=1C=CC=C2C=CC=CC12 8-phenylaminonaphthalene